methyl (2-bromophenyl)carbamate BrC1=C(C=CC=C1)NC(OC)=O